C(C1=CC=CC=C1)OC(=O)N1[C@H](C[C@H](CC1)C(F)F)C1=CC=CC=C1 |r| rac-(2r,4s)-4-(difluoromethyl)-2-phenylpiperidine-1-carboxylic acid benzyl ester